OC1CCN(CC1)C=1C=CC(=NC1)NC1=CC(=NC=2C=CNC(C12)=O)C1=CC(=C(C=C1)C(=O)N1CCCCC1)OC 4-[[5-(4-hydroxy-1-piperidyl)-2-pyridyl]amino]-2-[3-methoxy-4-(piperidine-1-carbonyl)phenyl]-6H-1,6-naphthyridin-5-one